BrC1=CC=C(C=C1)C(C(F)(F)F)=O 1-(4-bromophenyl)-2,2,2-trifluoroethane-1-one